N1C(=NC2=C1C=CC=C2)C(N2C(C1=CC(=CC=C1C2)C2=CC=C(C=C2)C2CN(C2)C)=O)C2=C(C=CC(=C2)F)O 2-[1H-Benzimidazol-2-yl-(5-fluoro-2-hydroxy-phenyl)methyl]-6-[4-(1-methylazetidin-3-yl)phenyl]isoindolin-1-one